2,6-difluoro-3-nitrophenol FC1=C(C(=CC=C1[N+](=O)[O-])F)O